mercaptopropylmethyldibutoxysilane SCCC[Si](OCCCC)(OCCCC)C